C(C)(=O)OC(C(=O)N(C)C1CCC(CC1)N1N=C2C=C(C(=CC2=C1)C(NC=1C=NN2C1N=CC=C2)=O)OC)(C)C 1-(((1r,4r)-4-(6-methoxy-5-(pyrazolo[1,5-a]pyrimidin-3-ylcarbamoyl)-2H-indazol-2-yl)cyclohexyl)(methyl)amino)-2-methyl-1-oxopropan-2-yl acetate